tris(4-hydroxy-2,5-dimethylphenyl)methane OC1=CC(=C(C=C1C)C(C1=C(C=C(C(=C1)C)O)C)C1=C(C=C(C(=C1)C)O)C)C